FC=1C=C(N)C=CC1C1=CC=NN1C 3-fluoro-4-(1-methyl-1H-pyrazol-5-yl)aniline